N1(CCCC1)CCNC(=O)OC(CCC(=O)OCC(COC(CCC(OCCCC\C=C/CC)OCCCC\C=C/CC)=O)COC(CCCCCCOC(C(CCCCCC)CCCC)=O)=O)CCCCC 3-((4,4-bis(((Z)-oct-5-en-1-yl)oxy)butanoyl)oxy)-2-(((7-((2-butyloctanoyl)oxy)heptanoyl)oxy)methyl)propyl 4-(((2-(pyrrolidin-1-yl)ethyl)carbamoyl)oxy)nonanoate